methyl 5-(1-(7-chloro-1,3-dimethyl-2-oxo-1,2,3,4-tetrahydroquinazolin-5-yl)-7-(difluoromethyl)-1,2,3,4-tetrahydroquinolin-6-yl)picolinate ClC1=CC(=C2CN(C(N(C2=C1)C)=O)C)N1CCCC2=CC(=C(C=C12)C(F)F)C=1C=CC(=NC1)C(=O)OC